(R)-1-(4-chlorobenzyl)-3-(4-((4-methyl-2-oxopiperidin-1-yl)methyl)phenyl)urea ClC1=CC=C(CNC(=O)NC2=CC=C(C=C2)CN2C(C[C@@H](CC2)C)=O)C=C1